2-methoxy-N-methyl-5-[2-[4-(trifluoromethyl)phenoxy]-3-pyridyl]benzenesulfonamide COC1=C(C=C(C=C1)C=1C(=NC=CC1)OC1=CC=C(C=C1)C(F)(F)F)S(=O)(=O)NC